ClC=1C=C(C(=C(C1)NC(OC(C)(C)C)=O)C=O)F tert-Butyl N-(5-chloro-3-fluoro-2-formylphenyl)carbamate